ethyl 2,2-difluoroethaneimidate FC(C(OCC)=N)F